2-chloro-4,6-di-(4-n-butylamino-2,2,6,6-tetramethylpiperidyl)-1,3,5-triazine ClC1=NC(=NC(=N1)N1C(CC(CC1(C)C)NCCCC)(C)C)N1C(CC(CC1(C)C)NCCCC)(C)C